FC(C=1C(=NC=C(C1)C(F)(F)F)CC(=O)N1[C@H]([C@H](CC1)N1CCN(CC1)CC(=O)N)C1=C(C(=CC=C1)OC([2H])([2H])[2H])C)(F)F 2-[4-[(2S,3S)-1-[2-[3,5-Bis(trifluoromethyl)-2-pyridyl]acetyl]-2-[2-methyl-3-(trideuteriomethoxy)phenyl]pyrrolidin-3-yl]piperazin-1-yl]acetamide